C(#N)NC(=N)N1CCCC1 N-cyanopyrrolidine-1-carboximidamide